cyclopentyl-5-[3-(6-methoxypyridin-2-yl)-1,2,4-oxadiazol-5-yl]-1H-1,2,3-benzotriazole C1(CCCC1)N1N=NC2=C1C=CC(=C2)C2=NC(=NO2)C2=NC(=CC=C2)OC